C(C(C(CCCC=C)O)O)O 7-octene-1,2,3-triol